chloro-[1,1'-biphenyl]-4-formic acid ClC1=C(C=CC(=C1)C(=O)O)C1=CC=CC=C1